O(C1=CC=CC=C1)CC(CO)O 3-phenoxy-1,2-propylene glycol